NC=1C(=CC(=C(C1)C=1C(N(C2=CC(=NC=C2C1)Cl)CC(F)(F)F)=O)C)F 3-(5-amino-4-fluoro-2-methylphenyl)-7-chloro-1-(2,2,2-trifluoroethyl)-1,6-naphthyridin-2(1H)-one